The molecule is the conjugate base of 3-(imidazol-5-yl)pyruvic acid; major species at pH 7.3. It is a conjugate base of a 3-(imidazol-5-yl)pyruvic acid. C1=C(NC=N1)CC(=O)C(=O)[O-]